2-(benzyloxy)-6-hydroxybenzaldehyde C(C1=CC=CC=C1)OC1=C(C=O)C(=CC=C1)O